1-methoxyphenazinium nitrate [N+](=O)([O-])[O-].COC1=CC=CC2=[NH+]C3=CC=CC=C3N=C12